(R)-2-(4-cyclopropyl-6-methoxypyrimidin-5-yl)-4-(1-(4-(1-ethyl-4-(trifluoromethyl)-1H-imidazol-2-yl)-3-fluorophenyl)ethyl)pyrazolo[1,5-a]pyrimidin-5(4H)-one C1(CC1)C1=NC=NC(=C1C1=NN2C(N(C(C=C2)=O)[C@H](C)C2=CC(=C(C=C2)C=2N(C=C(N2)C(F)(F)F)CC)F)=C1)OC